FCCN1C(=NC=2C1=NC(=CC2)C=2C=CN1N=C(N=CC12)N[C@@H]1CC[C@H](CC1)N)C trans-N1-(5-(3-(2-fluoroethyl)-2-methyl-3H-imidazo[4,5-b]pyridin-5-yl)pyrrolo[2,1-f][1,2,4]triazin-2-yl)cyclohexane-1,4-diamine